OCC1(CC1)S(=O)(=O)C=1C=C(OC[C@H](CN[C@H]2COC3(C2)CCN(CC3)S(=O)(=O)C=3C=NC2=CC=CC=C2C3)O)C=CC1 (S)-1-(3-(1-(Hydroxymethyl)cyclopropylsulfonyl)phenoxy)-3-((R)-8-(chinolin-3-yl-sulfonyl)-1-oxa-8-azaspiro[4.5]decan-3-ylamino)propan-2-ol